(trans-3-(3-cyclopropyl-4-(7-(1-methylazetidin-3-yl)quinoxalin-2-yl)-1H-pyrazol-1-yl)cyclobutyl)methanamine C1(CC1)C1=NN(C=C1C1=NC2=CC(=CC=C2N=C1)C1CN(C1)C)[C@@H]1C[C@H](C1)CN